tert-butyl (S)-4-(7-bromo-4-((4-((6-ethylpyridin-3-yl)oxy)-3-methylphenyl)amino)pyrido[3,2-d]pyrimidin-6-yl)-2-(hydroxymethyl)piperazine-1-carboxylate BrC1=CC=2N=CN=C(C2N=C1N1C[C@H](N(CC1)C(=O)OC(C)(C)C)CO)NC1=CC(=C(C=C1)OC=1C=NC(=CC1)CC)C